(S)-2-((2,4-dimethoxybenzyl)amino)-7,7,8-trimethyl-7,8-dihydro-5H-pyrano[4,3-b]pyridin-5-one COC1=C(CNC2=CC=C3C(=N2)[C@@H](C(OC3=O)(C)C)C)C=CC(=C1)OC